ethyl 5-(3-(3,5-bis(trifluoromethyl)phenyl)-1H-1,2,4-triazol-1-yl)-1-methyl-2-(methylsulfonyl)-1H-imidazole-4-carboxylate FC(C=1C=C(C=C(C1)C(F)(F)F)C1=NN(C=N1)C1=C(N=C(N1C)S(=O)(=O)C)C(=O)OCC)(F)F